O1C2=C(OCC1)C=C(C=C2)C2=CC=C(C=C2)S(=O)(=O)NCC2=CC=NC=C2 4-(2,3-dihydrobenzo[b]-[1,4]dioxin-6-yl)-N-(pyridin-4-ylmethyl)-benzenesulfonamide